[Cl-].P(=O)(O)(O)O.[Na+] Sodium phosphate chloride